4-(1-(tert-butoxycarbonyl)-4,4-difluoropiperidin-3-yl)-2-methylpyridine 1-oxide C(C)(C)(C)OC(=O)N1CC(C(CC1)(F)F)C1=CC(=[N+](C=C1)[O-])C